C(CCCCCCC(=O)OC1=NC2=CC(=CC=C2C=C1)OCCCCN1CCN(CC1)C1=CC=CC=2SC=CC21)(=O)OC2=NC1=CC(=CC=C1C=C2)OCCCCN2CCN(CC2)C2=CC=CC=1SC=CC12 bis(7-(4-(4-(benzo[b]thiophen-4-yl)piperazin-1-yl)butoxy)quinolin-2-yl) octanedioate